P(=S)(OCCCCCCCCCCCCCCCCCCOC(C=C)=O)([O-])[O-] acryloxystearyl thiophosphate